ClC=1C=C(C(=O)N(C2=CC=CC=C2)CC2=C(C=C(C=C2C=CC2=CC=C(C=C2)OC)OC)OC)C=CC1 3-chloro-N-(2,4-dimethoxy-6-(4-methoxystyryl)benzyl)-N-phenylbenzamide